N-((1R,2R,4S)-7-cyano-7-azabicyclo[2.2.1]heptan-2-yl)-4-(1-methyl-1H-pyrazol-4-yl)benzamide C(#N)N1[C@H]2[C@@H](C[C@@H]1CC2)NC(C2=CC=C(C=C2)C=2C=NN(C2)C)=O